(R)-N-(2-amino-1-(3-chloro-5-fluorophenyl)ethyl)-1-(2-((3,3-difluorocyclobutyl)amino)-5-methylpyrimidin-4-yl)-1H-imidazole-4-carboxamide NC[C@@H](C1=CC(=CC(=C1)F)Cl)NC(=O)C=1N=CN(C1)C1=NC(=NC=C1C)NC1CC(C1)(F)F